(2E)-3-{3,5-bis[(methoxymethyl)oxy]-4-(isopropyl)-phenyl}-1-(2-hydroxyphenyl)prop-2-en-1-one COCOC=1C=C(C=C(C1C(C)C)OCOC)/C=C/C(=O)C1=C(C=CC=C1)O